OCCCC1=C(C(=C(C(=C1)OC)O)OC)C 4-(3-hydroxypropyl)-2,6-dimethoxy-3-methylphenol